C(C)(C)(C)OC(=O)N1[C@@H](CCC1)CNC1(CC1)C1=CC(=C(C=C1)F)OC(F)(F)F (S)-2-(((1-(4-fluoro-3-(trifluoromethoxy)phenyl)cyclopropyl)amino)methyl)pyrrolidine-1-carboxylic acid tert-butyl ester